2-hydroxypropane-1,3-diylbis(2-methylacrylate) OC(CC=C(C(=O)[O-])C)CC=C(C(=O)[O-])C